C(=O)O.N[C@H]1CC=CC[C@@H]1C1=C(C2=NC(=CC(=C2S1)NCC=1SC=CC1)Cl)I 2-((1S,6S)-6-aminocyclohex-3-en-1-yl)-5-chloro-3-iodo-N-(thiophen-2-ylmethyl)thieno[3,2-b]pyridin-7-amine formate